BrC1=NN2C(COCC2)=C1 2-bromo-6,7-dihydro-4H-pyrazolo[5,1-c][1,4]oxazine